N-cyclohexyl-methylaminopropylamine C1(CCCCC1)NCCCNC